C1(CCCC1)COC1=C(C=C(C=C1)F)B(O)O [2-(CYCLOPENTYLMETHOXY)-5-FLUOROPHENYL]BORANEDIOL